BrC=1[C@H]2[C@H]3[C@@H](OC1CO)OC([C@@H]2C=C3)=O (1S,4aS,5R,7aS)-4-bromo-3-(hydroxymethyl)-1,4a,5,7a-tetrahydro-1,5-(epoxymethano)cyclopenta[c]pyran-8-one